2-N,4-N,6-N-tris[4-(5-methylhex-2-ylamino)phenyl]-1,3,5-triazine-2,4,6-triamine CC(CCC(C)NC1=CC=C(C=C1)NC1=NC(=NC(=N1)NC1=CC=C(C=C1)NC(C)CCC(C)C)NC1=CC=C(C=C1)NC(C)CCC(C)C)C